oxalic acid terbium [Tb].C(C(=O)O)(=O)O